COC1=C(N)C=CC(=C1)C=1OC(=NN1)C1=CC=CC=C1 2-methoxy-4-(5-phenyl-1,3,4-oxadiazol-2-yl)aniline